NC(CCC(C(=O)O)C=1C(=NC2=C(C=CC=C2C1)OCC1=CC=CC=C1)C)=O 5-amino-2-(8-(benzyloxy)-2-methylquinolin-3-yl)-5-oxopentanoic acid